2-(isothiazol-5-yl)quinolin S1N=CC=C1C1=NC2=CC=CC=C2C=C1